(R)-1-(7-(8-ethyl-7-fluoro-3-(methoxymethoxy)naphthalen-1-yl)-8-fluoro-2-(methylthio)-5-((triisopropylsilyl)ethynyl)pyrido[4,3-d]pyrimidin-4-yl)-3-methylpiperidin-3-ol C(C)C=1C(=CC=C2C=C(C=C(C12)C1=C(C=2N=C(N=C(C2C(=N1)C#C[Si](C(C)C)(C(C)C)C(C)C)N1C[C@@](CCC1)(O)C)SC)F)OCOC)F